FC=1C=C(C=C(C1)OCCC)C=1C=C2CC(C(C2=CC1)NC(O[C@@H]1CN2CCC1CC2)=O)(C)C (S)-quinuclidin-3-yl (5-(3-fluoro-5-propoxyphenyl)-2,2-dimethyl-2,3-dihydro-1H-inden-1-yl)carbamate